4-(3-bromophenyl)-7-methyl-8-(trifluoromethyl)-4,5-dihydro-1H-benzo[b][1,4]diazepin-2(3H)-one BrC=1C=C(C=CC1)C1NC2=C(NC(C1)=O)C=C(C(=C2)C)C(F)(F)F